N-(4-(4-ethylpiperazin-1-yl)-3,5-difluorophenyl)-4-((8-methyl-2,3-dihydro-1H-pyrido[2,3-b][1,4]oxazin-7-yl)amino)-2-oxo-1,2-dihydropyridine-3-carboxamide C(C)N1CCN(CC1)C1=C(C=C(C=C1F)NC(=O)C=1C(NC=CC1NC1=C(C2=C(OCCN2)N=C1)C)=O)F